C[C@H]1N(CCOC1)C=1C2=C(N=C(N1)C1=C3C=CNC3=CC=C1)C(=CS2)CS(=O)(=O)C (R)-4-(4-(3-Methylmorpholinyl)-7-((methylsulfonyl)methyl)thieno[3,2-d]pyrimidin-2-yl)-1H-indole